C1CCC2=C(C=3CCCC3C=C12)NC(=O)N=S(=O)(N)C=1C=NC(=CC1)C(C)(C)O N'-((1,2,3,5,6,7-hexahydro-s-indacen-4-yl)carbamoyl)-6-(2-hydroxypropan-2-yl)pyridine-3-sulfonimidamide